2-(trans-4,4-difluoro-2-methylcyclohexyl)-4-(2,5-difluorophenyl)pyridin-3-amine FC1(C[C@H]([C@@H](CC1)C1=NC=CC(=C1N)C1=C(C=CC(=C1)F)F)C)F